C(C)(C)(C)OC1=CC=C(C[C@@H](C(NCCOCCOCCOCCOCCOCC)=O)NC([C@@H](NC(CC(C)C)=O)CCCNC(=O)N)=O)C=C1 (20S,23S,26S)-20-(4-(tert-butoxy)benzyl)-27-methyl-19,22,25-trioxo-23-(3-ureidopropyl)-3,6,9,12,15-pentaoxa-18,21,24-triazaoctacosane